(Z)-(2-(bromomethyl)-3-fluoroallyl) carbamate C(N)(OC/C(=C/F)/CBr)=O